BrCCCCCCCCCCC1=C(C(=C(C(=C1)OC)OC)OC)C (10-bromodecyl)-3,4,5-trimethoxy-2-methyl-benzene